2-chloro-N-ethyl-N-isopropylpyrido[3,4-d]pyrimidin-4-amine ClC=1N=C(C2=C(N1)C=NC=C2)N(C(C)C)CC